C(C)(C)C1=C(C(=CC=C1)C(C)C)OC(CCC(=O)NCCN1CCCCC1)=O N-(2-Piperidin-1-yl-ethyl)-succinamic acid 2,6-diisopropylphenyl ester